5-methyl-2'-deoxycytidine diphosphate P(O)(=O)(OP(=O)(O)O)OC[C@@H]1[C@H](C[C@@H](O1)N1C(=O)N=C(N)C(=C1)C)O